tert-heptyl-amine C(C)(C)(CCCC)N